(3R)-4-amino-7-fluoro-3-methyl-N-(2-propanyl)-N-((3S)-6-(trifluoromethyl)-2,3-dihydro-1-benzofuran-3-yl)-1,3-dihydrofuro[3,4-c]quinoline-8-carboxamide NC1=NC=2C=C(C(=CC2C2=C1[C@H](OC2)C)C(=O)N([C@@H]2COC1=C2C=CC(=C1)C(F)(F)F)C(C)C)F